N-[5-cyano-4-[[(dimethylamino)methylene]amino]-2-methoxyphenyl]acetamide C(#N)C=1C(=CC(=C(C1)NC(C)=O)OC)N=CN(C)C